O1C(CCCCCCCCCCC=CCC1)=O 1-OXA-13-CYCLOHEXADECEN-2-ONE